CN1CCC(CC1)OC1=CC(=C2CN(CC2=C1)C(=O)OC(C)(C)C)N[C@@H]1COCC1 tert-Butyl (S)-6-((1-methylpiperidin-4-yl)oxy)-4-((tetrahydrofuran-3-yl)amino)isoindoline-2-carboxylate